F[C@H]1CN(CC[C@H]1NC1=CC=CC=2N1N=C(C2SC(F)(F)F)C#CCNC2=CC=C(C=C2)P(C)(C)=O)C (4-((3-(7-(((3S,4R)-3-fluoro-1-methylpiperidin-4-yl)amino)-3-((trifluoromethyl)thio)pyrazolo[1,5-a]pyridin-2-yl)prop-2-yn-1-yl)amino)phenyl)dimethylphosphine oxide